C(CCCCCCCCCCCCCCCCCCCCCCCCCCCCCC)O hentriacontanol